(1S,2S)-N-(6-(1-acetyl-5-methylindol-4-yl)benzo[d]thiazol-2-yl)-2-fluorocyclopropane-1-carboxamide C(C)(=O)N1C=CC2=C(C(=CC=C12)C)C1=CC2=C(N=C(S2)NC(=O)[C@H]2[C@H](C2)F)C=C1